6-bromo-1,3,3-trimethyl-7-(trifluoromethyl)imidazo[1,2-a]pyrimidine-2,5-dione BrC1=C(N=C2N(C1=O)C(C(N2C)=O)(C)C)C(F)(F)F